N-(2-aminophenyl)-8-azidooctanoyl-amide NC1=C(C=CC=C1)[N-]C(CCCCCCCN=[N+]=[N-])=O